(S)-(+)-propan-1,2-diol C([C@H](C)O)O